3,3-diphenyl-prop-2-enoic acid C1(=CC=CC=C1)C(=CC(=O)O)C1=CC=CC=C1